N-(5-chloro-2-fluorophenyl)-6,7,8,9-tetrahydro-5H-5,8-epiminocyclohepta[d]pyrimidine-10-carboxamide ClC=1C=CC(=C(C1)NC(=O)N1C2CCC1CC=1N=CN=CC12)F